O.C([O-])([O-])=O.[Cu+2] cupric carbonate monohydrate